ClC=1C(=NC(=NC1)NC1CC(CCC1)C(=O)N)C=1CN(CC1)C(C1=CC=C(C=C1)F)=O 3-((5-chloro-4-(1-(4-fluorobenzoyl)-2,5-dihydro-1H-pyrrol-3-yl)pyrimidin-2-yl)amino)cyclohexane-1-carboxamide